C1(=C(C=CC=C1)N1CC(CC1)OC1=NC=C(C=C1)C(F)(F)F)C 2-(l-o-tolylpyrrolidin-3-yloxy)-5-(trifluoromethyl)pyridine